ClC1=CC=C(C=C1)S(=O)(=O)\N=C(\NC1CCC(CC1)S(N)(=O)=O)/N1N=C([C@H](C1)C1=CC=CC=C1)C1=CC=C(C=C1)F (S,Z)-N'-((4-chlorophenyl)sulfonyl)-3-(4-fluorophenyl)-4-phenyl-N-((1s,4R)-4-sulfamoylcyclohexyl)-4,5-dihydro-1H-pyrazole-1-carboximidamide